6-azoniaspiro[5.5]undecane tetrafluoroborate F[B-](F)(F)F.C1CCCC[N+]12CCCCC2